4-(3-(2-(dimethylamino)ethyl)-5-methoxy-1H-indol-1-yl)-4-oxobutanoic acid methyl ester COC(CCC(=O)N1C=C(C2=CC(=CC=C12)OC)CCN(C)C)=O